COCC1C(C1)C1=CNC=2N=CN=C(C21)N[C@H]2CNCCC2 5-(2-(methoxymethyl)cyclopropyl)-N-((R)-piperidin-3-yl)-7H-pyrrolo[2,3-d]pyrimidin-4-amine